benzyl (3R)-3-methyl-3-[(2S)-1,4,4-trimethylpyrrolidin-2-yl]pyrrolidine-1-carboxylate C[C@@]1(CN(CC1)C(=O)OCC1=CC=CC=C1)[C@H]1N(CC(C1)(C)C)C